lithium bis-fluorophosphate P(=O)([O-])(F)F.[Li+]